C(C)(=O)N(CCC(C1=CC(=C(C=C1)Cl)Cl)P([O-])([O-])=O)OC(C)C1=CC=C(C=C1)OC.[NH4+].[NH4+].C(C)C(CN(CC(CCCC)CC)CN1N=NC=C1)CCCC 1-[bis(2-ethyl-hexyl)aminomethyl]triazole Diammonium [3-{acetyl[1-(4-methoxyphenyl)ethoxy]amino}-1-(3,4-dichlorophenyl)propyl]phosphonate